C(#N)C1(CC1)CCOC1=NN=C(S1)NC(=O)C1=C(C=NC=C1)C1=C(C=CC=C1)OC N-(5-(2-(1-cyanocyclopropyl)ethoxy)-1,3,4-thiadiazol-2-yl)-3-(2-methoxyphenyl)pyridine-4-carboxamide